N-[(2-cyclobutyloxypyridin-4-yl)methyl]-1-(3,5-dichlorophenyl)-3-methyl-5-oxopyrrolidine-3-carboxamid C1(CCC1)OC1=NC=CC(=C1)CNC(=O)C1(CN(C(C1)=O)C1=CC(=CC(=C1)Cl)Cl)C